Cl.NC\C=C(\CN1C(=C(C2=CC=CC=C12)OC1=CC=C(C=C1)S(=O)(=O)N(C)C)C)/F (Z)-4-((1-(4-amino-2-fluorobut-2-en-1-yl)-2-methyl-1H-indol-3-yl)oxy)-N,N-dimethylbenzenesulfonamide hydrochloride